FC(CC1=NC=CC=C1)(F)F (R)-2,2,2-trifluoro-1-(pyridin-2-yl)ethan